FC1=CC=C(OCC2=CC=C(OC3CN(C3)C=3C(=C(C(=O)OC)C=CC3)N3C=CC=C3)C=C2)C=C1 Methyl 3-(3-(4-((4-fluorophenoxy)methyl)phenoxy) azetidin-1-yl)-2-(1H-pyrrol-1-yl)benzoate